2,4-DIFLUOROPHENYL ISOCYANIDE FC1=C(C=CC(=C1)F)[N+]#[C-]